1-[(2-fluorophenyl)methyl]-N-[(6S)-1,4-dimethyl-5-oxo-7,8-dihydro-6H-pyrazolo[4,3-b]azepin-6-yl]-1,2,4-triazole-3-carboxamide FC1=C(C=CC=C1)CN1N=C(N=C1)C(=O)N[C@H]1CCC2=C(N(C1=O)C)C=NN2C